5-(4-ethylphenyl)-4-phenylpyrimidine C(C)C1=CC=C(C=C1)C=1C(=NC=NC1)C1=CC=CC=C1